4-methylpiperidine-1,4-dicarboxylic acid 1-tert-butyl 4-[2-(dimethylamino) ethyl]Ester CN(CCOC(=O)C1(CCN(CC1)C(=O)OC(C)(C)C)C)C